[2-[3-[3-(difluoromethoxy)-4-[[(1R,2S)-2-fluorocyclopropyl]carbamoyl]-5-methoxy-phenyl]pyrazolo[1,5-a]pyridin-6-yl]-2-methyl-propyl] methanesulfonate CS(=O)(=O)OCC(C)(C)C=1C=CC=2N(C1)N=CC2C2=CC(=C(C(=C2)OC)C(N[C@H]2[C@H](C2)F)=O)OC(F)F